ClC1=C(C=CC(=C1)[N+](=O)[O-])N\C=C(/C(=O)OCC)\C#N (Z)-ethyl 3-((2-chloro-4-nitrophenyl)amino)-2-cyanoacrylate